OC=1C=C(C=C(C1O)O)CCO 2-(3,4,5-trihydroxyphenyl)ethanol